8-(1-methyl-1H-pyrazol-4-yl)-N-(2-methyl-4-(1-methyl-1H-pyrazol-4-yl)phenyl)pyrido[3,4-d]pyrimidin-2-amine CN1N=CC(=C1)C1=NC=CC2=C1N=C(N=C2)NC2=C(C=C(C=C2)C=2C=NN(C2)C)C